fluoro-N-(piperidin-4-yl)quinolin-4-amine hydrochloride Cl.FC1=NC2=CC=CC=C2C(=C1)NC1CCNCC1